FC1=CC=C(C=C1)N1CCN(CC1)C1=NC=CC(=N1)C1=NC=CC(=N1)C#CC=1C=C2C=NNC2=CC1 5-((2'-(4-(4-Fluorophenyl)piperazin-1-yl)-[2,4'-bipyrimidin]-4-yl)ethynyl)-1H-indazole